FC=1C=CC(=C(C1)B(O)O)OCC(F)(F)F 5-FLUORO-2-(TRIFLUOROETHOXY)PHENYLBORONIC ACID